C(C)OC(C1=C(C(=CC=C1)C)OC1=C(C=CC(=C1)C=CC1=CC(=C(C(=C1)OC)OC)OC)OC)=O 2-methoxy-5-(3,4,5-trimethoxystyryl)phenoxy-3-methylbenzoic acid ethyl ester